CC1=C(C(=C(C2=C1O[C@](CC2)(C)CCC[C@H](C)CCC[C@H](C)CCCC(C)C)C)OC(=O)CCCCCC(=O)O)C α-tocopheryl pimelate